(S)- and (R)-2-((4-cyanophenEthyl)amino)-2-(4-fluorophenyl)-N-(5-(1-methyl-1H-pyrazol-4-yl)pyridin-2-yl)acetamide C(#N)C1=CC=C(CCN[C@H](C(=O)NC2=NC=C(C=C2)C=2C=NN(C2)C)C2=CC=C(C=C2)F)C=C1 |r|